N-(1-((4-amino-2,2-dioxo-1H-benzo[c][1,2,6]thiadiazin-5-yl)oxy)-2-methylpropan-2-yl)-2,6-dimethylisonicotinamide NC=1C2=C(NS(N1)(=O)=O)C=CC=C2OCC(C)(C)NC(C2=CC(=NC(=C2)C)C)=O